1-bromo-7-(hydroxymethyl)pyrrolo[1,2-a]quinoxalin-4(5H)-one BrC1=CC=C2N1C1=CC=C(C=C1NC2=O)CO